FC1=C(COC2=CC=CC3=C2NC(=N3)CN3C(C(=CC=C3)NC([C@H](CC/C=C/C(=O)N(C)C)NC(COC)=O)=O)=O)C=CC(=C1)F (S,E)-N7-(1-((7-((2,4-Difluorobenzyl)oxy)-1H-benzo[d]imidazol-2-yl)methyl)-2-oxo-1,2-dihydropyridin-3-yl)-6-(2-methoxyacetamido)-N1,N1-dimethylhept-2-endiamid